C(C)C=1C=C2N=C3CCCCC3=C(C2=CC1OC)NC1CCNCC1 6-ethyl-7-methoxy-N-(piperidin-4-yl)-1,2,3,4-tetrahydroacridin-9-amine